N-[2-[(3aR,6aS)-2-benzyl-3,3a,4,5,6,6a-hexahydro-1H-cyclopenta[c]pyrrol-5-yl]ethyl]-6-(2,4-dimethylpyrazol-3-yl)pyridazin-3-amine C(C1=CC=CC=C1)N1C[C@@H]2[C@H](C1)CC(C2)CCNC=2N=NC(=CC2)C=2N(N=CC2C)C